oxyglutathion C(CC(C(=O)O)(N)O)C(=O)NC(CS)C(=O)NCC(=O)O